C(C=C)(=O)NCC(CC)S(=O)(=O)O Acrylamidomethylpropanesulfonic acid